(Z)-5-(benzo[d][1,3]dioxol-5-ylmethylene)-2-((2-hydroxyethyl)(phenyl)amino)-3,5-dihydro-4H-imidazol-4-one O1COC2=C1C=CC(=C2)\C=C/2\C(NC(=N2)N(C2=CC=CC=C2)CCO)=O